5-(4-amino-2,6-dichlorophenoxy)-N-methyl-2-oxo-1,2-dihydropyridine-3-carboxamide NC1=CC(=C(OC=2C=C(C(NC2)=O)C(=O)NC)C(=C1)Cl)Cl